FC1=CC(=CC=2N(C(OC21)=O)C)N2N=CC(=C2)C=O 1-(7-fluoro-3-methyl-2-oxo-2,3-dihydrobenzo[d]oxazol-5-yl)-1H-pyrazole-4-carbaldehyde